CC1=NC=C(C(=O)OC)C(=C1)B1OC(C(O1)(C)C)(C)C methyl 6-methyl-4-(4,4,5,5-tetramethyl-1,3,2-dioxaborolan-2-yl)nicotinate